N(=C=O)C1=CN(C2=CC(=CC=C12)C=1C=NC(=NC1)C)C(C)=O (3-isocyanato-6-(2-methylpyrimidin-5-yl)-1H-indol-1-yl)ethan-1-one